CN1C2=C(OC[C@@H](C1=O)NC(=O)C1=NOC(=C1)C1(CC1)C1=CC=CC=C1)C=CC=N2 (S)-N-(5-methyl-4-oxo-2,3,4,5-tetrahydropyrido[3,2-b][1,4]oxazepin-3-yl)-5-(1-phenylcyclopropyl)isoxazole-3-carboxamide